4-((14-Amino-3,6,9,12-tetraoxatetradecyl)amino)-2-(2,6-dioxopiperidin-3-yl)isoindoline-1,3-dione NCCOCCOCCOCCOCCNC1=C2C(N(C(C2=CC=C1)=O)C1C(NC(CC1)=O)=O)=O